C(CCC)C(COC(CCCCCCCCN(C(CCN(CC)CC)=O)C(CCCCCCCCC(=O)OCC(CCCCC)CCC)C(=O)NCCCCCCCC)=O)CCCCCC 2-propylheptyl 10-(N-(9-((2-butyloctyl) oxy)-9-oxononyl)-3-(diethylamino) propanamido)-11-(octylamino)-11-oxoundecanoate